tri(2,4-dichlorophenoxy) phosphate P(=O)(OOC1=C(C=C(C=C1)Cl)Cl)(OOC1=C(C=C(C=C1)Cl)Cl)OOC1=C(C=C(C=C1)Cl)Cl